5-methylpyrrole-3-carboxylic acid CC1=CC(=CN1)C(=O)O